allyl (S)-3-(2-((R)-2-((R)-3-(benzyloxy)-2-((tert-butoxycarbonyl)(methyl)amino)propanamido)-3-phenylpropoxy)-1-naphthamido)-4-((3-methoxyphenethyl)amino)-4-oxobutanoate C(C1=CC=CC=C1)OC[C@H](C(=O)N[C@@H](COC1=C(C2=CC=CC=C2C=C1)C(=O)N[C@@H](CC(=O)OCC=C)C(=O)NCCC1=CC(=CC=C1)OC)CC1=CC=CC=C1)N(C)C(=O)OC(C)(C)C